OC(CC=CC=CC=CC=CC=CC(=O)O)CCCCCCC(CC)O 13,20-dihydroxy-docosapentaenoic acid